monopotassium glycine NCC(=O)O.[K]